[K].[K].S(=O)(=O)=C1CC=C(C=C1)P(C1=CC=CC=C1)C1=CCC(C=C1)=S(=O)=O bis(p-sulfonyl-phenyl)phenylphosphine dipotassium salt